C(OC(CS(=O)(=O)C1=CC(=C(C=C1)C(F)(F)F)C(NCCOCCOCCOCCN=[N+]=[N-])=O)CCCOC)(ON1C(CCC1=O)=O)=O 1-((3-((2-(2-(2-(2-azidoethoxy)ethoxy)ethoxy)ethyl)carbamoyl)-4-(trifluoromethyl)phenyl)sulfonyl)-5-methoxypentan-2-yl (2,5-dioxopyrrolidin-1-yl) carbonate